3-(4,4,5,5-Tetramethyl-1,3,2-dioxaborolan-2-yl)pyrazolo[1,5-a]pyridine CC1(OB(OC1(C)C)C=1C=NN2C1C=CC=C2)C